N-((1S,4s)-4-((R)-3-fluoropyrrolidin-1-yl)cyclohexyl)-6-(4,4,5,5-tetramethyl-1,3,2-dioxaborolan-2-yl)quinazolin-2-amine F[C@H]1CN(CC1)C1CCC(CC1)NC1=NC2=CC=C(C=C2C=N1)B1OC(C(O1)(C)C)(C)C